(2S)-3-(tert-Butoxycarbonylamino)-2-fluoro-propionic acid methyl ester COC([C@H](CNC(=O)OC(C)(C)C)F)=O